(S)-4-((2-(1-(azetidin-1-yl)ethyl)-6-fluorobenzyl)amino)-2,6-difluoro-N-(thiazol-4-yl)benzenesulfonamide N1(CCC1)[C@@H](C)C1=C(CNC2=CC(=C(C(=C2)F)S(=O)(=O)NC=2N=CSC2)F)C(=CC=C1)F